1-(2-(4-Methoxyphenyl)-2H-pyrazolo[4,3-c]pyridin-6-yl)-N,N-dimethylpyrrolidine-3-sulfonamide COC1=CC=C(C=C1)N1N=C2C(C=NC(=C2)N2CC(CC2)S(=O)(=O)N(C)C)=C1